5-(cyclopropylmethyl)-4-(4-(methoxy-d3)phenyl)-N-methyl-2-(2-methyl-2H-indazol-5-yl)-3-oxo-3,5-dihydro-2H-pyrrolo[3,2-c]pyridazine-7-carboxamide C1(CC1)CN1C=C(C2=NN(C(C(=C21)C2=CC=C(C=C2)OC([2H])([2H])[2H])=O)C2=CC1=CN(N=C1C=C2)C)C(=O)NC